FC=1C=C(C=C(C1)C(F)(F)F)CC1=CC(=NC=C1)N1N=NC2=C1CCCC2NC2COC2 1-(4-{[3-fluoro-5-(trifluoromethyl)phenyl]methyl}pyridin-2-yl)-N-(oxetan-3-yl)-4,5,6,7-tetrahydro-1H-benzotriazol-4-amine